ClC1=CC=C(C=C1)C=1C=CC(=C(C1)C(CC=1OC(=NN1)C)O)F 1-[5-(4-Chlorophenyl)-2-fluoro-phenyl]-2-(5-methyl-1,3,4-oxadiazol-2-yl)ethanol